4-((5-fluoropyridin-2-yl)methoxy-d2)-1-(5-methyl-2,3,4,5-tetrahydro-1H-pyrido[4,3-b]indol-7-yl-1,1,4,4-d4)pyridin-2(1H)-one FC=1C=CC(=NC1)C(OC1=CC(N(C=C1)C=1C=CC=2C3=C(N(C2C1)C)C(CNC3([2H])[2H])([2H])[2H])=O)([2H])[2H]